5-((2,2-difluorobenzo[d][1,3]dioxol-4-yl)amino)-N-(3-hydroxy-2,2-dimethylpropyl)-7-(methylamino)pyrazolo[1,5-a]pyrimidine-3-carboxamide FC1(OC2=C(O1)C=CC=C2NC2=NC=1N(C(=C2)NC)N=CC1C(=O)NCC(CO)(C)C)F